[1,4]thiazepan-3-carboxylic acid S1CC(NCCC1)C(=O)O